2-((6-chloro-8-(4-methylpiperazin-1-yl)imidazo[1,2-b]pyridazin-2-yl)methyl)-isoindoline-1,3-dione ClC=1C=C(C=2N(N1)C=C(N2)CN2C(C1=CC=CC=C1C2=O)=O)N2CCN(CC2)C